4-(5-(6-methylpyridin-3-yl)-1-(piperidin-4-ylmethyl)-1H-pyrrolo[2,3-c]pyridin-4-yl)benzonitrile CC1=CC=C(C=N1)C=1C(=C2C(=CN1)N(C=C2)CC2CCNCC2)C2=CC=C(C#N)C=C2